C(=O)C1=C(C=C(C=C1)CN(C(C)=O)C1=C(C=CC=C1)S(=O)(=O)C)[N+](=O)[O-] N-[(4-formyl-3-nitrophenyl)methyl]-N-(2-methanesulfonylphenyl)acetamide